N'-Hydroxy-5-((5-(4-(trifluoromethoxy)phenyl)oxazol-2-yl)amino)picolinimidamide ON=C(C1=NC=C(C=C1)NC=1OC(=CN1)C1=CC=C(C=C1)OC(F)(F)F)N